ClC1=CC=C(C=C1)[C@H](CC(=O)O)N1[C@@](C2=C(C=C(C=C2C1=O)C(=O)C1(CCOCC1)F)F)(OC)C1=CC=C(C=C1)Cl (S)-3-(4-chlorophenyl)-3-((R)-1-(4-chlorophenyl)-7-fluoro-5-(4-fluorotetrahydro-2H-pyran-4-carbonyl)-1-methoxy-3-oxoisoindolin-2-yl)propionic acid